FC1=C2C=NN(C2=CC=C1NC([C@@H]1NC[C@@H](C1)F)=O)C(=O)OC(C)(C)C tert-Butyl 4-fluoro-5-{[(4R)-4-fluoro-D-prolyl]amino}-1H-indazole-1-carboxylate